ClC=1C=C(C=CC1F)NC(=O)C=1C=2CC(C(C2C(=CC1)F)NC(=O)NC)(F)F N-(3-chloro-4-fluorophenyl)-2,2,7-trifluoro-1-(3-methylureido)-2,3-dihydro-1H-indene-4-carboxamide